C(C)(C)(C)OC(=O)N1C(=CC2=CC=CC=C12)CN1C(C(C2=CC=C(C=C12)C(=O)OC)(C)C)=O ((6-(methoxycarbonyl)-3,3-dimethyl-2-oxoindol-1-yl)methyl)-1H-indole-1-carboxylic acid tert-butyl ester